OC1=C(C=CC(=C1)C(F)(F)F)C=1N(C=2C(=NC(=CC2)NCC2(COC2)O)N1)C 3-(((2-(2-hydroxy-4-(trifluoromethyl)phenyl)-1-methyl-1H-imidazo[4,5-b]pyridin-5-yl)amino)methyl)oxetan-3-ol